N',N'-bis(1,1'-biphenyl-4-yl)-1,1'-biphenyl-4,4'-diamine C1(=CC=C(C=C1)N(C1=CC=C(C=C1)C1=CC=C(C=C1)N)C1=CC=C(C=C1)C1=CC=CC=C1)C1=CC=CC=C1